(3R,4S)-1-(ethylsulfonyl)-3-((R)-5H-imidazo[5,1-a]isoindol-5-yl)piperidin-4-ol C(C)S(=O)(=O)N1C[C@@H]([C@H](CC1)O)[C@H]1N2C(C3=CC=CC=C13)=CN=C2